C1CCCCOS1(=O)=O pentanosultone